N1C=C(C2=CC=CC=C12)CCNC(=O)C=1C(=NC(=NC1)SC)N1CCOCC1 N-(2-(1H-indol-3-yl)ethyl)-2-(methylthio)-4-morpholinopyrimidine-5-carboxamide